7,7-Difluoro-1-azaspiro[4.4]nonane-2,4-dione FC1(CC2(C(CC(N2)=O)=O)CC1)F